4-(hydroxymethyl)tetrahydro-2H-pyran 4-(2-((tert-butoxycarbonyl)amino)-1-hydroxyethyl)-2-nitrophenyl-4-nitrobenzoate C(C)(C)(C)OC(=O)NCC(O)C1=CC(=C(C=C1)OC(C1=CC=C(C=C1)[N+](=O)[O-])=O)[N+](=O)[O-].OCC1CCOCC1